FC1=CC(=CC2=C1N=C1N2CCCN1C)C1=NC(=NC=C1C(F)(F)F)N[C@H]1[C@@H](COCC1)O (3S,4R)-4-((4-(9-fluoro-1-methyl-1,2,3,4-tetrahydrobenzo[4,5]imidazo[1,2-a]pyrimidin-7-yl)-5-(trifluoromethyl)pyrimidin-2-yl)amino)tetrahydro-2H-pyran-3-ol